O=C1C=C(N=C2N1C=CC=C2)C(=O)NCC=2N=C1N(C=C(C=C1)CNCC1=NN(C=C1)CC(F)(F)F)C2 4-oxo-N-((6-[({[1-(2,2,2-trifluoroethyl)-1H-pyrazol-3-yl]methyl}amino)methyl]imidazo[1,2-a]pyridin-2-yl)methyl)-4H-pyrido[1,2-a]pyrimidine-2-carboxamide